FC1=C(C(=CC=C1)OC)C1=C2C(=CN=C1)N(N=C2I)COCC[Si](C)(C)C (2-fluoro-6-methoxyphenyl)-3-iodo-1-((2-(trimethylsilyl)ethoxy)methyl)-1H-pyrazolo[3,4-c]pyridine